[NH4+].[NH4+].[NH4+].ClC1=[N+](C(=C(C(=C1C1=NOC(=N1)C1=CC(=C(C(=C1)OP(=O)(O)O)O)[N+](=O)[O-])C)Cl)C)[O-] 2,5-dichloro-3-(5-(4-hydroxy-3-nitro-5-(phosphonooxy)phenyl)-1,2,4-oxadiazol-3-yl)-4,6-dimethylpyridine 1-oxide triammonium salt